CN1C=NC2=C1C(=NC(=C2)C(F)(F)F)C#N 3-methyl-6-(trifluoromethyl)-3H-imidazo[4,5-c]Pyridine-4-carbonitrile